F.F.C(CCCCCCCCCCCCCCC)C=1NCCN1 2-hexadecylimidazoline dihydrofluoride